C(C1=CC=CC=C1)OCC(CC(C(=O)OCC)=O)=O ethyl 5-benzyloxy-2,4-dioxo-pentanoate